6-bromo-4-(2-hydroxypropyl)quinoline-2-carboxylic acid methyl ester COC(=O)C1=NC2=CC=C(C=C2C(=C1)CC(C)O)Br